Fmoc-valine pentafluorophenyl ester FC1=C(C(=C(C(=C1OC([C@@H](NC(=O)OCC1C2=CC=CC=C2C2=CC=CC=C12)C(C)C)=O)F)F)F)F